C(C1=CC=CC=C1)OC([C@@H](C)OC(=O)C1(CC1)N(C)C(=O)OC(C)(C)C)=O.C1(CC=CCC1)CC[Si](OCC)(OCC)OCC 2-(3-cyclohexenyl)ethyltriethoxysilane benzyl-(2R)-2-[(1-[[(tert-butoxy)carbonyl](methyl)amino]cyclopropyl)carbonyloxy]propanoate